COC1=CC=C(C=C1)C(OC[C@@H](C(=O)N1CCC(CC1)COC(CCC(=O)O)=O)NC(CCOCCOCCOCCOCCNC(CCCCCCCCCCCCCCC)=O)=O)(C1=CC=CC=C1)C1=CC=C(C=C1)OC 4-[[1-[(2S)-3-[Bis(4-methoxyphenyl)-phenyl-methoxy]-2-[3-[2-[2-[2-[2-(hexadecanoylamino)ethoxy]ethoxy]ethoxy]ethoxy]propanoylamino]propanoyl]-4-piperidyl]methoxy]-4-oxo-butanoic acid